FC=1C=CC(=NC1)N1N=C(C=C(C1=O)C(=O)OC)C(C)C Methyl 2-(5-fluoropyridin-2-yl)-6-isopropyl-3-oxo-2,3-dihydropyridazine-4-carboxylate